2-amino-2-(4-chloro-2,3-dihydro-1H-inden-2-yl)acetic acid ethyl ester C(C)OC(C(C1CC2=CC=CC(=C2C1)Cl)N)=O